ClC1=C(C(=O)NC2(CC3C(CN(C3)C3=NC=C(C=C3)C=3C=4N(C=C(C3)OCC(C)(C)O)N=CC4C#N)C2)C)C=CC=C1 2-chloro-N-(2-(5-(3-cyano-6-(2-hydroxy-2-methylpropyloxy)pyrazolo[1,5-a]pyridin-4-yl)pyridin-2-yl)-5-methyl-octahydrocyclopenta[c]pyrrol-5-yl)benzamide